5-{[(tert-butoxy)carbonyl]amino}-2-(3,6-dihydro-2H-pyran-4-yl)-1,3-thiazole-4-carboxylic acid methyl ester COC(=O)C=1N=C(SC1NC(=O)OC(C)(C)C)C=1CCOCC1